C(C)(C)(C)OC(=O)N1[C@H](CN(CC1)C1=NC(=CC=C1)OCC1=C(C=C(C=C1)C#N)F)COC (R)-4-(6-((4-cyano-2-fluorobenzyl)oxy)pyridin-2-yl)-2-(methoxymethyl)piperazine-1-carboxylic acid tert-butyl ester